2-benzhydryl-piperidine hydrochloride Cl.C(C1=CC=CC=C1)(C1=CC=CC=C1)C1NCCCC1